(E)-N-(2-amino-4-fluorophenyl)-3-(5-((2-(2-methyl-1H-indol-3-yl)ethyl)amino)-5,6,7,8-tetrahydronaphthalen-2-yl)acrylamide NC1=C(C=CC(=C1)F)NC(\C=C\C1=CC=2CCCC(C2C=C1)NCCC1=C(NC2=CC=CC=C12)C)=O